C1=NC=C2N1C1=C(OC2)C=C(C=C1)C#N 4H-benzo[b]Imidazo[1,5-d][1,4]Oxazine-7-carbonitrile